N-ETHYL-2-[ETHYL(4-FORMYL-1,3-DIMETHYL-1H-PYRAZOL-5-YL)AMINO]ACETAMIDE C(C)NC(CN(C1=C(C(=NN1C)C)C=O)CC)=O